O=C1NC(CCC1N1C(C2=CC=CC(=C2C1=O)N1CCN(CC1)CCC1CCN(CC1)C1=CC=C(C(=O)NC2=CC3=C(NC(=N3)CN3[C@H](CCC3)C)C=C2)C=C1)=O)=O 4-(4-(2-(4-(2-(2,6-dioxopiperidin-3-yl)-1,3-dioxoisoindolin-4-yl)piperazin-1-yl)ethyl)piperidin-1-yl)-N-(2-(((S)-2-methylpyrrolidin-1-yl)methyl)-1H-benzo[d]imidazol-5-yl)benzamide